N-[4-fluoro-5-[4-(2-methoxyethoxy)phenyl]-2-[rac-(3R,5S)-3,4,5-trimethylpiperazin-1-yl]phenyl]-6-oxo-4-(trifluoromethyl)-1H-pyridine-3-carboxamide FC1=CC(=C(C=C1C1=CC=C(C=C1)OCCOC)NC(=O)C1=CNC(C=C1C(F)(F)F)=O)N1C[C@H](N([C@H](C1)C)C)C |r|